tert-butyl (3R)-3-((5-(tetrahydrofuran-3-carbonyl)-7H-pyrrolo[2,3-d]pyrimidin-4-yl)amino)piperidine-1-carboxylate O1CC(CC1)C(=O)C1=CNC=2N=CN=C(C21)N[C@H]2CN(CCC2)C(=O)OC(C)(C)C